C(C)(C)(C)OC(=O)N1C[C@@H](N(CC1)C(C1=C(C(=C(C=C1)Br)F)F)=O)CO (3R)-4-(4-bromo-2,3-difluorobenzoyl)-3-(hydroxymethyl)piperazine-1-carboxylic acid tert-butyl ester